C(CCCCCCCC=CCCCC)(=O)OCCCN(CCCOC(CCCCCCCC=CCCCC)=O)CCCN(CCCOC(CCCCCCC\C=C/CCCC)=O)CCO (9Z,9'Z)-((3-((2-hydroxyethyl)(3-((Z)-tetradec-9-enoyloxy)propyl)amino) propyl)azanediyl)bis(propane-3,1-diyl) bis(tetradec-9-enoate)